O=C1N(CCCC1)C=1C=C2C(=CC=NC2=CC1)C(=O)OC(C)(C)C tert-Butyl 6-(2-oxopiperidin-1-yl)quinoline-4-carboxylate